(±)-3-(6-Methoxypyridin-3-yl)-3-(4-(3-(5,6,7,8-tetrahydro-1,8-naphthyridin-2-yl)propyl)-1H-pyrazol-1-yl)propanoic acid COC1=CC=C(C=N1)[C@@H](CC(=O)O)N1N=CC(=C1)CCCC1=NC=2NCCCC2C=C1 |r|